O=C1N(C=CC=C1)C=1C=NC(=NC1)N[C@@H]1C[C@H](CC1)NC(OC(C)(C)C)=O tert-butyl ((1S,3S)-3-((5-(2-oxopyridin-1(2H)-yl)pyrimidin-2-yl)amino)cyclopentyl)carbamate